ClC=1CC2C(CCOC2=CC1)=O 6-chloro-4-dihydro-chromanone